C1(CC1)C1=C(C(=NN1)C(=O)NC1=CC(=NC=C1NC)C(F)(F)F)SCC 5-cyclopropyl-4-(ethylthio)-N-(5-(methylamino)-2-(trifluoromethyl)pyridin-4-yl)-1H-pyrazole-3-carboxamide